Tert-butyl 4-(4-(2-(dimethylcarbamoyl)-7-fluoro-6-(1-isobutyryl-1,2,5,6-tetrahydropyridin-3-yl)-1H-indol-4-yl)-3-fluorophenyl)-3,3-difluoropiperidine-1-carboxylate CN(C(=O)C=1NC2=C(C(=CC(=C2C1)C1=C(C=C(C=C1)C1C(CN(CC1)C(=O)OC(C)(C)C)(F)F)F)C=1CN(CCC1)C(C(C)C)=O)F)C